OCCNC(=O)C=1C=CC=2N(C3=CC=C(C=C3C2C1)C)C1=CC=C(C=C1)C(F)(F)F N-(2-hydroxyethyl)-6-methyl-9-[4-(trifluoromethyl)phenyl]-9H-carbazole-3-carboxamide